lithium cyclohexanone C1(CCCCC1)=O.[Li]